1-[3-(2-chloro-6-fluorophenyl)-5-{1-[(2R)-2-hydroxypropyl]-5-(trifluoromethyl)-1H-pyrazol-4-yl}-1,2-oxazol-4-yl]-2-methoxyethan-1-one ClC1=C(C(=CC=C1)F)C1=NOC(=C1C(COC)=O)C=1C=NN(C1C(F)(F)F)C[C@@H](C)O